1-(4-(methyl(phenethyl)amino)piperidin-1-yl)(3,3,5-trimethyl-2,3-dihydro-1H-pyrrolo[3,2-b]pyridin-1-yl)methanone CN(C1CCN(CC1)C(=O)N1CC(C2=NC(=CC=C21)C)(C)C)CCC2=CC=CC=C2